(S)-7-methoxy-8-((triisopropylsilyl)oxy)-1,10,11,11a-tetrahydro-3H,5H-spiro[benzo[e]pyrrolo[1,2-a][1,4]diazepine-2,1'-cyclopropan]-5-one COC1=CC2=C(NC[C@H]3N(C2=O)CC2(CC2)C3)C=C1O[Si](C(C)C)(C(C)C)C(C)C